ClC=1C=C(C=CC1Cl)C(C(=O)NNC(=O)C1CN(CC12CCOCC2)C(=O)OC(C)(C)C)(F)F tert-butyl 4-(2-(2-(3,4-dichlorophenyl)-2,2-difluoroacetyl)hydrazine-1-carbonyl)-8-oxa-2-azaspiro[4.5]decane-2-carboxylate